C12(CC(C1)C2)N2[C@@H](C=1NC3=CC=CC=C3C1C[C@H]2C)C2=CC=C(C=N2)N[C@@H]2CN(CC2)CCCF 6-((1S,3R)-2-(bicyclo[1.1.1]pentan-1-yl)-3-methyl-2,3,4,9-tetrahydro-1H-pyrido[3,4-b]indol-1-yl)-N-((S)-1-(3-fluoropropyl)pyrrolidin-3-yl)pyridin-3-amine